[Li].[Rb].[Sc].C1(=CC=CC=C1)C12C(C(=O)NC1=O)=CC=CC2(C2=CC=C(C=C2)O)C2=CC=C(C=C2)O 2-phenyl-3,3-bis(4-hydroxyphenyl)phthalimide scandium-rubidium-lithium